4-iodo-2-aminopyridine IC1=CC(=NC=C1)N